ethyl 3-(((S)-tert-butylsulfinyl)amino)-2,2-difluorobutanoate C(C)(C)(C)[S@](=O)NC(C(C(=O)OCC)(F)F)C